5-bromo-3-methyl-1-(oxan-2-yl)indazole BrC=1C=C2C(=NN(C2=CC1)C1OCCCC1)C